tert-butyl 2-amino-6-methyl-6,7-dihydrothiazolo[5,4-c]pyridine-5(4H)-carboxylate NC=1SC=2CN(C(CC2N1)C)C(=O)OC(C)(C)C